[Cr](=O)(=O)([O-])[O-].[Ca+2].[Sr+2].[La+3] lanthanum-strontium-calcium chromate